4-phenyl-1-(tetrahydro-2H-pyran-2-yl)-3-(tributylstannyl)-1H-pyrazole C1(=CC=CC=C1)C=1C(=NN(C1)C1OCCCC1)[Sn](CCCC)(CCCC)CCCC